2-(2,8-dimethylimidazo[1,2-a]pyridin-6-yl)-7-(1-methylpiperidin-4-yl)-4H-pyrido[1,2-a]pyrimidin-4-one CC=1N=C2N(C=C(C=C2C)C=2N=C3N(C(C2)=O)C=C(C=C3)C3CCN(CC3)C)C1